2-((4aS,5aR)-5,5-difluoro-5a-methyl-1,4,4a,5,5a,6-hexahydrocyclopropa[f]indazol-3-yl)-1H-indole-6-carboxylic acid FC1([C@H]2CC=3C(=NNC3C[C@]21C)C=2NC1=CC(=CC=C1C2)C(=O)O)F